BrC1=CC=CC=2N1C=C(N2)C(=O)N[C@H]2C[C@H](CCC2)NC2=CC(=NC1=CC=CC=C21)C(F)(F)F 5-bromo-N-[(1R,3S)-3-{[2-(trifluoromethyl)quinolin-4-yl]amino}cyclohexyl]imidazo[1,2-a]pyridine-2-carboxamide